2-(3,4-dimethoxyphenyl)-5-methyl-1H-pyrazol COC=1C=C(C=CC1OC)N1NC(=CC1)C